2-[(2S)-2-[[4-amino-3-(2-fluoro-4-phenoxy-phenyl)pyrazolo[3,4-d]pyrimidin-1-yl]methyl]pyrrolidine-1-carbonyl]-4-methyl-4-(1-piperidinyl)pent-2-enenitrile NC1=C2C(=NC=N1)N(N=C2C2=C(C=C(C=C2)OC2=CC=CC=C2)F)C[C@H]2N(CCC2)C(=O)C(C#N)=CC(C)(N2CCCCC2)C